N[C@H](C(=O)N1[C@@H]([C@H]2C([C@H]2C1)(C)C)C(=O)N[C@@H](C[C@H]1C(CCC1)=O)C#N)C(C)(C)C (1R,2S,5S)-3-((S)-2-amino-3,3-dimethylbutanoyl)-N-((S)-1-cyano-2-((S)-2-oxocyclopentyl)ethyl)-6,6-dimethyl-3-azabicyclo[3.1.0]hexane-2-carboxamide